C(#N)C1=CC(=C(COC2=NC(=NC=C2)C2CCNCC2)C=C1)F 4-(4-((4-cyano-2-fluorobenzyl)oxy)pyrimidin-2-yl)piperidine